CN(C(=O)N1CCN(CC1)C=1C=2N(C=C(C1)S(=O)(=O)N(C(OC(C)(C)C)=O)C1(CC1)C)C(=CN2)C(C)O)C tert-butyl ((8-(4-(dimethylcarbamoyl)piperazin-1-yl)-3-(1-hydroxyethyl)imidazo[1,2-a]pyridin-6-yl)sulfonyl)(1-methylcyclopropyl)carbamate